C(=O)C=1C=NC(=C(C#N)C1)OCC1CCN(CC1)S(=O)(=O)C 5-formyl-2-((1-(methylsulfonyl)piperidin-4-yl)methoxy)nicotinonitrile